5-chloronaphthalen-1-sulfonyl chloride ClC1=C2C=CC=C(C2=CC=C1)S(=O)(=O)Cl